tert-butyliminotris(ethylamino)tantalum C(C)(C)(C)N=[Ta](NCC)(NCC)NCC